ClC1=CC=NC2=CC(=CC=C12)OCCNCCN(C(OC(C)(C)C)=O)C tert-butyl N-[2-({2-[(4-chloroquinolin-7-yl) oxy] ethyl} amino) ethyl]-N-methylcarbamate